[N+](=O)([O-])C1=CC=C(C=C1)OC(NC=1N=CC2=C(C(=C(C=C2C1)C=1C=NC=CC1C)F)Cl)=O 8-chloro-7-fluoro-6-(4-methylpyridin-3-yl)isoquinolin-3-ylcarbamic acid 4-nitrophenyl ester